C(C)(C)OC1=C(N=CC=2N1N=C(N2)NC2CC1(C2)CCNCC1)C=1C=NNC1 5-Isopropoxy-6-(1H-pyrazol-4-yl)-N-(7-azaspiro[3.5]nonan-2-yl)-[1,2,4]triazolo[1,5-a]pyrazin-2-amine